(R)-3-(2-isopropylphenyl)-1-((4-methoxybenzofuran-6-yl)methyl)piperazine C(C)(C)C1=C(C=CC=C1)[C@@H]1CN(CCN1)CC1=CC2=C(C=CO2)C(=C1)OC